3-(6-bromo-2-pyridinyl)-6-[1-(difluoromethyl)pyrazol-4-yl]-7-methoxy-imidazo[1,2-b]Pyridazine BrC1=CC=CC(=N1)C1=CN=C2N1N=C(C(=C2)OC)C=2C=NN(C2)C(F)F